FC(OC1=CC=C(C=C1)[C@@H]1CC[C@H](CC1)OC=1N=NNC1C(=O)OCCOC(C(C)C)=O)(F)F 2-(isobutyryloxy)ethyl 4-(((trans)-4-(4-(trifluoromethoxy)phenyl)cyclohexyl)oxy)-1H-1,2,3-triazole-5-carboxylate